2-aminobenzoxazole-6-formaldehyde NC=1OC2=C(N1)C=CC(=C2)C=O